C1(CC1)C=1N=NN(C1)CC(=O)O 2-(4-cyclopropyl-1H-1,2,3-triazol-1-yl)acetic acid